[Si](C)(C)(C(C)(C)C)OCC=1C(=NNC1)C 4-(((tert-butyldimethylsilyl)oxy)methyl)-3-methyl-1H-pyrazole